6-(4-methylpyridin-2-yl)-1H-indole CC1=CC(=NC=C1)C1=CC=C2C=CNC2=C1